2,6-dimethylpiperidinium citrate C(CC(O)(C(=O)[O-])CC(=O)[O-])(=O)[O-].CC1[NH2+]C(CCC1)C.CC1[NH2+]C(CCC1)C.CC1[NH2+]C(CCC1)C